6-hydroxy-2-methyl-2,3-dihydro-1H-inden-1-one OC1=CC=C2CC(C(C2=C1)=O)C